(S)-1-((2-(2'-chloro-2-methyl-3'-(4,5,6,7-tetrahydro-2H-pyrazolo[4,3-c]pyridin-2-yl)biphenyl-3-yl)-7-cyanobenzo[d]oxazol-5-yl)methyl)pyrrolidine-3-carboxylic acid ClC1=C(C=CC=C1N1N=C2C(CNCC2)=C1)C1=C(C(=CC=C1)C=1OC2=C(N1)C=C(C=C2C#N)CN2C[C@H](CC2)C(=O)O)C